O[C@@H]([C@H](CC1=CC=CC=C1)NC(=O)C1C2=CC=CC=C2C=2C=CC=CC12)CNCC(C)(C)C N-((2S,3R)-3-hydroxy-4-(neopentylamino)-1-phenylbutan-2-yl)-9H-fluorene-9-carboxamide